NC1(CCN(CC1)C=1C2=C(N=CN1)NC=C2)C(=O)NC(CCCN2CCOCC2)C2=CC=C(C=C2)Cl 4-amino-N-[1-(4-chlorophenyl)-4-morpholin-4-ylbutyl]-1-(7H-pyrrolo[2,3-d]pyrimidin-4-yl)piperidine-4-carboxamide